ClC=1C=NC(=C(C(=O)NC2CCC(CC2)CN2C(N(C3=C2C=CC=C3)C=3C=NC(=CC3)N3CC(C3)OC)=O)C1)C 5-chloro-N-((1r,4r)-4-((3-(6-(3-methoxyazetidin-1-yl)pyridin-3-yl)-2-oxo-2,3-dihydro-1H-benzo[d]imidazol-1-yl)methyl)cyclohexyl)-2-methylnicotinamide